3'-aminoacetanilide NC=1C=C(NC(C)=O)C=CC1